6-((5-Methyl-3-(6-methylpyridin-3-yl)isoxazol-4-yl)methoxy)-N-(4-methyltetrahydro-2H-pyran-4-yl)pyridazine-3-carboxamide CC1=C(C(=NO1)C=1C=NC(=CC1)C)COC1=CC=C(N=N1)C(=O)NC1(CCOCC1)C